Glycidyl-trimethylammonium trifluoromethanesulfonate FC(S(=O)(=O)[O-])(F)F.C(C1CO1)[N+](C)(C)C